FC1CC(N(C1)C(CC1=CC=NN1)=O)C(=O)NC(C1=CC=C(C=C1)C(C)C)C1=CC=CC=C1 4-fluoro-N-{phenyl[4-(propan-2-yl)phenyl]methyl}-1-[2-(1H-pyrazol-5-yl)acetyl]pyrrolidine-2-carboxamide